FC1(CCN(CCC1)C=1N=NC(=C(C1C(=O)NC=1C=C(C=CC1)[S@@](=O)(C)=NC(OC(C)(C)C)=O)C)C(F)(F)F)F tert-butyl (S)-((3-(3-(4,4-difluoroazepan-1-yl)-5-methyl-6-(trifluoromethyl)pyridazine-4-carboxamido)phenyl)(methyl)(oxo)-λ6-sulfaneylidene)carbamate